N(N)C(=O)C=1C=C(C(=O)O)C=C(C1)C(=O)NN 3,5-dihydrazinylcarbonylbenzoic acid